CC1=CC=C(C=C1)S(=O)(=O)OC=1N=C(N(C(C1C)=O)C1=C(C2=CC=CC=C2C=C1)Cl)C 1-(1-chloronaphthalen-2-yl)-2,5-dimethyl-6-oxo-1,6-dihydropyrimidin-4-yl 4-methylbenzene-1-sulfonate